ClC1(C(C1)CS(=O)(=O)N(CC1=CC=C(C=C1)C1=NOC(=N1)C(F)(F)F)C)Cl 1-(2,2-dichlorocyclopropyl)-N-methyl-N-[[4-[5-(trifluoromethyl)-1,2,4-oxadiazol-3-yl]phenyl]methyl]methanesulfonamide